N(=[N+]=[N-])C(C)C=1OC2=C(C1)C=CC=C2 (1-azidoethyl)benzofuran